(2-((R)-2-amino-3-phenylpropoxy)-4,5-dimethoxybenzoyl)-L-aspartic acid 4-allyl ester 1-benzyl ester hydrochloride Cl.C(C1=CC=CC=C1)OC([C@@H](NC(C1=C(C=C(C(=C1)OC)OC)OC[C@@H](CC1=CC=CC=C1)N)=O)CC(=O)OCC=C)=O